C(#N)C1CC2(C1)C[C@H](N(CC2)CC2=C1C=CNC1=C(C=C2C2CC2)C)C2=CC=C(C(=O)NC1(COC1)C(=O)O)C=C2 3-(4-((2R,4s,6S)-2-cyano-7-((5-cyclopropyl-7-methyl-1H-indol-4-yl)methyl)-7-azaspiro[3.5]nonan-6-yl)benzamido)oxetane-3-carboxylic acid